NC1=C(C=C2C=C(C=NC2=N1)C(=O)N(CC1=NC=C(C=C1)C(F)(F)F)[C@H]1[C@H](CCC1)C#N)C 7-amino-N-((1R,2S)-2-cyanocyclopentyl)-6-methyl-N-((5-(trifluoromethyl)-2-pyridinyl)methyl)-1,8-naphthyridine-3-carboxamide